N-(2-cyano-2',6'-difluorobiphenyl-3-yl)-4,5,6,7-tetrahydro[1,3]thiazolo[5,4-c]pyridine-2-carboxamide C(#N)C1=C(C=CC=C1NC(=O)C=1SC=2CNCCC2N1)C1=C(C=CC=C1F)F